C(=O)([O-])CN([C@@H](CCC(=O)[O-])C(=O)[O-])CC(=O)[O-] N,N-Bis(carboxylatomethyl)-L-Glutamat